O=C1C(=CNC2=CC=CC=C12)C(=O)[O-] 4-oxo-1,4-dihydroquinoline-3-carboxylate